5-[(1S)-1-aminoethyl]-3-methyl-1H-1,2,4-triazole N[C@@H](C)C1=NC(=NN1)C